NC1CC2CCC(C1)N2C=2N(C(C1=C(N2)NC=C1C1=C(C2=CN(N=C2C=C1)CC)Cl)=O)C 2-(endo-3-amino-8-azabicyclo[3.2.1]octan-8-yl)-5-(4-chloro-2-ethyl-2H-indazol-5-yl)-3-methyl-3,7-dihydro-4H-pyrrolo[2,3-d]pyrimidin-4-one